C1=CC=CC=2C3=CC=CC=C3C(C12)COC(=O)NCCOCCOCCOCCOCCOCCOCCOCCOCCC(=O)O 1-{[(9H-fluoren-9-ylmethoxy)carbonyl]amino}-3,6,9,12,15,18,21,24-octaoxaheptacosan-27-oic acid